tert-Butyl 7-(4-cyclopropyl-3-methoxyphenyl)-2-azaspiro[3.5]nonane-2-carboxylate C1(CC1)C1=C(C=C(C=C1)C1CCC2(CN(C2)C(=O)OC(C)(C)C)CC1)OC